tert-butyl 4-(2-amino-4-bromobenzamido)piperidine-1-carboxylate NC1=C(C(=O)NC2CCN(CC2)C(=O)OC(C)(C)C)C=CC(=C1)Br